4-(4-(3-fluoro-6,7-dihydro-5H-pyrrolo[3,4-b]pyridine-6-carboxamido)phenyl)bicyclo[2.2.2]octane-1-carboxylic acid FC=1C=C2C(=NC1)CN(C2)C(=O)NC2=CC=C(C=C2)C21CCC(CC2)(CC1)C(=O)O